CN(C(=O)C=1C(=NC(=NC1NC1=CC=NC=C1)N1CCOCC1)C1=CC(=CC=C1)C1=NN(C=C1)C)C N,N-dimethyl-4-[3-(1-methylpyrazol-3-yl)phenyl]-2-morpholino-6-(4-pyridylamino)pyrimidine-5-carboxamide